tert-butyl-4-[2-[3-(1-oxa-4,9-diazaspiro[5.5]undecan-4-yl)phenoxy]ethyl]piperazine C(C)(C)(C)N1CCN(CC1)CCOC1=CC(=CC=C1)N1CCOC2(C1)CCNCC2